(E)-3-(4-((4-aminobutyl)(pent-3-en-1-yl)amino)-1-oxoisoindolin-2-yl)piperidine-2,6-dione hydrochloride Cl.NCCCCN(C1=C2CN(C(C2=CC=C1)=O)C1C(NC(CC1)=O)=O)CC\C=C\C